N-(2-(4-((3-(1-(cyanomethyl)-3-(trifluoromethyl)-1H-pyrazol-4-yl)imidazo[1,2-a]pyrazin-8-yl)amino)-2-ethylbenzamido)ethyl)piperidine-4-carboxamide formate C(=O)O.C(#N)CN1N=C(C(=C1)C1=CN=C2N1C=CN=C2NC2=CC(=C(C(=O)NCCNC(=O)C1CCNCC1)C=C2)CC)C(F)(F)F